CC1=C[C@H](OC1=O)O/C=C\\2/C(=O)O[C@@H]3[C@H]2CC4=CC=CC=C34.CC1=C[C@@H](OC1=O)O/C=C\\2/C(=O)O[C@H]3[C@@H]2CC4=CC=CC=C34 The molecule is a racemate comprising equimolar amounts of (+)-GR24 and (-)-GR24. It has been found to inhibit lateral shoot branching (see Nature 2008, v455, 189), stimulate germination of Striga (witchweeds), and aid in the symbiosis of over 80% of terrestrial plants with fungi at arbuscular mycorrihizae in roots. It contains a (+)-GR24 and a (-)-GR24.